7-((2s,5r)-2,5-dimethyl-4-(1-(quinoxalin-6-yl)ethyl)piperazin-1-yl)-4-methyl-2-(tetrahydro-2H-pyran-2-yl)-2,4-dihydro-5H-pyrazolo[4,3-d]pyrimidin-5-one C[C@@H]1N(C[C@H](N(C1)C(C)C=1C=C2N=CC=NC2=CC1)C)C=1C=2C(N(C(N1)=O)C)=CN(N2)C2OCCCC2